C[C@H](C[C@H](C)OC=1C(=C(C(=CC1C(C)(CC(C)(C)C)C)C1=CC(=CC=C1)F)O)N1C2=CC=C(C=C2C=2C=C(C=CC12)C(C)(C)C)C(C)(C)C)OC=1C(=C(C(=CC1C(C)(CC(C)(C)C)C)C1=CC(=CC=C1)F)O)N1C2=CC=C(C=C2C=2C=C(C=CC12)C(C)(C)C)C(C)(C)C 6'''-((2R,4S)-pentane-2,4-diylbis(oxy))bis(3-(3,6-di-tert-butyl-9H-carbazol-9-yl)-3'-fluoro-5-(2,4,4-trimethylpentan-2-yl)-[1,1'-biphenyl]-2-ol)